BrC1=CC=CC=2NC(N(S(C21)(=O)=O)CC(=O)O)=O (8-bromo-1,1,3-trioxo-4H-1lambda6,2,4-benzothiadiazin-2-yl)acetic acid